C(#N)C1=C(OC(C(=O)N[C@@H]2[C@H](CNCC2)C)(F)F)C=CC=C1 2-(2-cyanophenoxy)-2,2-difluoro-N-((3s,4s)-3-methylpiperidin-4-yl)acetamide